ClC1=C(C=C(C=C1)S(=O)(=O)C)[C@@H]1COCCCN1C1=NC(=NC(=C1)C)N (R)-4-(3-(2-chloro-5-(methyl-sulfonyl)phenyl)-1,4-oxazepan-4-yl)-6-methylpyrimidin-2-amine